FC1=C(C=C(C(=C1)C(F)(F)F)C=1C=NC=C(C1)OC)NC(=O)N1C2CC(CC1(C2)C=2OC(=NN2)C)C N-(2-fluoro-5-(5-methoxypyridin-3-yl)-4-(trifluoromethyl)phenyl)-3-methyl-1-(5-methyl-1,3,4-oxadiazol-2-yl)-6-azabicyclo[3.1.1]heptane-6-carboxamide